N-[(1R)-1-[6-(ethylamino)pyridin-2-yl]ethyl]propanamide C(C)NC1=CC=CC(=N1)[C@@H](C)NC(CC)=O